O=C1N[C@H]2[C@@H](N1)CS[C@H]2CCCCC(=O)NCCNC(=O)C2=CC=CC1=C(C=CC=C21)O N-[2-[5-[(3aS,4S,6aR)-2-oxo-1,3,3a,4,6,6a-hexahydrothieno[3,4-d]imidazol-4-yl]pentanoylamino]ethyl]-5-hydroxy-naphthalene-1-carboxamide